CC=1OC(=CC1C(=O)NC1=NC(=NS1)CCl)C1=CC(=CC=C1)OC(F)F 2-methyl-5-(3-(difluoromethoxy)phenyl)-N-(3-(chloromethyl)-1,2,4-thiadiazol-5-yl)furan-3-carboxamide